methyl isobutyl ketone hydrate O.C(C(C)C)C(=O)C